CC1=CC=C(C=C1)N1C(C=NC=C1)=O (p-methylphenyl)pyrazin-2(1H)-one